4-(2-oxoethyl)bicyclo[2.2.1]Heptane-1-carboxylic acid methyl ester COC(=O)C12CCC(CC1)(C2)CC=O